C(OC(C(F)(F)F)(F)F)(OC(C(F)(F)F)(F)F)=O di(pentafluoroethyl) carbonate